C(C)OCCOC(C(C(C(=O)OCCOCC)C(C)CC)(C#N)C(C)CC)=O 2,3-di-sec-butyl-2-cyano-butanedioic acid-1,4-bis-(2-ethoxyethyl) ester